diethyl (2-(9H-carbazol-9-yl)ethyl)phosphonate C1=CC=CC=2C3=CC=CC=C3N(C12)CCP(OCC)(OCC)=O